N-(6-methoxy-2-(3-(piperidin-4-ylmethyl)-3-azaspiro[5.5]undec-9-yl)-2H-indazol-5-yl)-6-(trifluoromethyl)pyridinecarboxamide COC=1C(=CC2=CN(N=C2C1)C1CCC2(CCN(CC2)CC2CCNCC2)CC1)NC(=O)C1=NC(=CC=C1)C(F)(F)F